4-oxo-1H-quinoline-2-carboxylic acid O=C1C=C(NC2=CC=CC=C12)C(=O)O